tert-Butyl N-[(1R)-1-[[4-[1-(benzenesulfonyl)pyrrolo[2,3-b]pyridin-4-yl]-3-(trifluoromethoxy)phenyl]carbamoyl]-3-methyl-butyl]carbamate C1(=CC=CC=C1)S(=O)(=O)N1C=CC=2C1=NC=CC2C2=C(C=C(C=C2)NC(=O)[C@@H](CC(C)C)NC(OC(C)(C)C)=O)OC(F)(F)F